O=C1C=CC(=NN1CC1CCN(CC1)C1=CC=C(C=N1)C#N)N1N=CC=C1 6-[4-[(6-oxo-3-pyrazol-1-ylpyridazin-1-yl)methyl]piperidin-1-yl]pyridine-3-carbonitrile